tert-butyl 3-[[6-[8-ethyl-7-fluoro-3-(methoxymethoxy)-1-naphthyl]-4-(1,4-oxazepan-4-yl)-5-oxo-7H-pyrrolo[3,4-d]pyrimidin-2-yl]oxymethyl]pyrrolidine-1-carboxylate C(C)C=1C(=CC=C2C=C(C=C(C12)N1CC=2N=C(N=C(C2C1=O)N1CCOCCC1)OCC1CN(CC1)C(=O)OC(C)(C)C)OCOC)F